BrCC(=O)C1=NC=C(C=C1[N+](=O)[O-])Br 2-bromo-1-(5-bromo-3-nitropyridin-2-yl)ethan-1-one